C(CCCCCCCC(=O)OCCCCCCCCCCC)(=O)OCC(COC(CCCCCCC\C=C/C\C=C/CCCCC)=O)=O 1-(3-(((9Z,12Z)-octadeca-9,12-dienoyl)oxy)-2-oxopropyl) 9-undecyl nonanedioate